ClC1=NN2C(C(=N1)NC1CCCC1)=CC=C2C(C)[C@H]2O[C@@H]([C@@H]1[C@H]2OC(O1)(C)C)CO ((3aR,4R,6R,6aS)-6-(1-(2-chloro-4-(cyclopentylamino)pyrrolo[2,1-f][1,2,4]triazin-7-yl)ethyl)-2,2-dimethyltetrahydrofuro[3,4-d][1,3]dioxol-4-yl)methanol